CC=1C(C2=CC=CC(=C2C1)C)[Hf]C1C(=CC2=C(C=CC=C12)C)C bis(2,4-dimethylinden-1-yl)hafnium